8-[(1-L-histidylazetidin-3-yl)oxy]-4,4-dihydroxy-5-oxa-4-boranuidabicyclo[4.4.0]deca-1(6),7,9-triene N[C@@H](CC1=CNC=N1)C(=O)N1CC(C1)OC1=CC=2O[B-](CCC2C=C1)(O)O